1-[(3R)-5,5-difluoropiperidin-3-yl]-3-methylpyrrolidin-2-one, hydrochloride salt Cl.FC1(C[C@H](CNC1)N1C(C(CC1)C)=O)F